ethyl 6-methyl-8-[1-methyl-5-(trifluoromethyl)pyrazol-3-yl]-1,4-dithia-6-azaspiro[4.4]nonane-9-carboxylate CN1C2(SCCS2)C(C(C1)C1=NN(C(=C1)C(F)(F)F)C)C(=O)OCC